4-hydroxy-3,3-dimethylpiperidin OC1C(CNCC1)(C)C